N2-(2-(4-Chlorophenyl)-1H-benzo[d]imidazol-5-yl)-N4-ethyl-6-methylpyrimidine-2,4-diamine ClC1=CC=C(C=C1)C1=NC2=C(N1)C=CC(=C2)NC2=NC(=CC(=N2)NCC)C